NC1=NC=CC=C1C1=NC=2C(=NC(=CC2)C2CC2)N1C1=CC=C(CN2CCC(CC2)NC2=CC(=NC=N2)C#N)C=C1 6-((1-(4-(2-(2-Aminopyridin-3-yl)-5-cyclopropyl-3H-imidazo[4,5-b]pyridin-3-yl)benzyl)piperidin-4-yl)amino)pyrimidine-4-carbonitrile